(E)-1,2-bis(3-methoxy-4-hydroxyphenyl)ethylene COC=1C=C(C=CC1O)\C=C\C1=CC(=C(C=C1)O)OC